[Zn].[Ti].[Ni] Nickel-titanium-zinc